N-[4-(5-fluoro-1-triisopropylsilyl-indol-4-yl)cyclohex-3-en-1-yl]-N-methyl-carbamic acid tert-butyl ester C(C)(C)(C)OC(N(C)C1CC=C(CC1)C1=C2C=CN(C2=CC=C1F)[Si](C(C)C)(C(C)C)C(C)C)=O